N-L-γ-glutamyl-D-alanine N[C@@H](CCC(=O)N[C@H](C)C(=O)O)C(=O)O